TRIETHYLENE GLYCOL MONOMETHYL ETHER COCCOCCOCCO